[I-].O=C1OC2=CC3=C(C(=C2C=C1)OCCCCOC1=CC=C(C=C1)CCC[P+](C1=CC=CC=C1)(C1=CC=CC=C1)C1=CC=CC=C1)C=CO3 (3-(4-(4-((7-oxo-7H-furo[3,2-g]chromen-4-yl)oxy)butoxy)phenyl)propyl)triphenylphosphonium iodide